OC1(CC(C1)NC1=C2C(=C(N=N1)C1=C(C=C(C=C1)C(F)(F)F)O)N(N=C2)C)C 2-[4-[(3-Hydroxy-3-methyl-cyclobutyl)amino]-1-methyl-pyrazolo[3,4-d]pyridazin-7-yl]-5-(trifluoromethyl)phenol